C(C1=CC=CC=C1)N1CC(C(CC1)=O)C 1-benzyl-3-methyl-piperidin-4-one